5-(N-ethyl-N-2-hydroxyethyl-amino)-2-pentylamine C(C)N(CCO)CCCC(C)N